ClC1=NC=C(C=C1C(CC)C1=NC(=C2N=CNC2=N1)N)C1=CNC2=NC=CC=C12.[N] Nitrogen (1-(2-chloro-5-(1H-7-azaindol-3-yl)pyridin-3-yl)propyl)-9H-purin-6-amine